BrC=1C(=NC(=NC1)NC1=CC(=C(C=2CCOC21)N2CCC(CC2)N2CCN(CC2)C)F)NC=2C=CC=C1CCN(C21)S(=O)(=O)C 5-bromo-N2-(5-fluoro-4-(4-(4-methylpiperazin-1-yl)piperidin-1-yl)-2,3-dihydrobenzofuran-7-yl)-N4-(1-(methylsulfonyl)indolin-7-yl)pyrimidine-2,4-diamine